N,N'-((9S,19S)-14-(6-Aminohexanoyl)-1-mercapto-9-(3-mercaptopropanamido)-3,10,18-trioxo-4,11,14,17-tetraazatricosane-19,23-diyl)bis(3-mercaptopropanamid) NCCCCCC(=O)N(CCNC([C@H](CCCCNC(CCS)=O)NC(CCS)=O)=O)CCNC([C@H](CCCCNC(CCS)=O)NC(CCS)=O)=O